ClC=1C(=C(C=CC1OCC1CC1)NC=1C2=C(N=CN1)C=C(C(=N2)N2[C@@H]1CN[C@H](C2)C1)F)F N-[3-chloro-4-(cyclopropylmethoxy)-2-fluoro-phenyl]-6-[(1S,4S)-2,5-diazabicyclo[2.2.1]heptan-2-yl]-7-fluoro-pyrido[3,2-d]pyrimidin-4-amine